[2-[9-(2-hydroxyethyl)-1,9-diazatricyclo[6.3.1.04,12]dodeca-2,4(12),5,7-tetraen-2-yl]-7-methoxy-1-methyl-benzimidazol-5-yl]methanone OCCN1C2=CC=CC=3C=C(N(CC1)C32)C3=NC2=C(N3C)C(=CC(=C2)C=O)OC